FC1=CC=C(C=C1)C(C)N1C(=NOC1=O)CC1=CC=C(C=C1)F 4-[1-(4-fluorophenyl)ethyl]-3-[(4-fluorophenyl)methyl]-4,5-dihydro-1,2,4-oxadiazol-5-one